FC1=CC=C(C=C1)NC(C1=CC(=CC=C1)OC)=O N-(4-fluorophenyl)-3-methoxybenzamide